FC(CCCC)(F)[C@]1(CC[C@H]2[C@H](O1)CC([C@@H]2CCCCCCC)=O)O 7-[(2R,4aR,5R,7aR)-2-(1,1-difluoropentane-1-yl)-2-hydroxy-6-oxooctahydrocyclopenta[b]pyran-5-yl]heptane